(R)-N-(4-((benzyloxy)carbamoyl)-2-fluorophenyl)-N-((5-cyclohexylpyridin-2-yl)methyl)-1-((perfluorophenyl)sulfonyl)azetidine-2-carboxamide C(C1=CC=CC=C1)ONC(=O)C1=CC(=C(C=C1)N(C(=O)[C@@H]1N(CC1)S(=O)(=O)C1=C(C(=C(C(=C1F)F)F)F)F)CC1=NC=C(C=C1)C1CCCCC1)F